1-acetyl-4-(2-{(S)-[(3-ethylisoxazole-4-carbonyl)amino](4-methylcyclohexyl)-methyl}-4-fluoro-1H-benzoimidazol-5-yl)pyrrolidine-3-carboxylic acid ethyl ester C(C)OC(=O)C1CN(CC1C1=C(C2=C(NC(=N2)[C@H](C2CCC(CC2)C)NC(=O)C=2C(=NOC2)CC)C=C1)F)C(C)=O